N-(3-fluoropyridin-4-yl)-6-(6-fluoroquinazolin-4-yl)-5,6,7,8-tetrahydro-1,6-naphthyridin-3-amine FC=1C=NC=CC1NC=1C=NC=2CCN(CC2C1)C1=NC=NC2=CC=C(C=C12)F